C(#N)C1(COC1)NS(=O)(=O)C1=CC(=C2C=NN(C2=C1)C=1SC(=NN1)C(F)F)N1CCN(CC1)C(=O)N(C)CC(F)F 4-(6-(N-(3-cyanooxetan-3-yl)sulfamoyl)-1-(5-(difluoromethyl)-1,3,4-thiadiazol-2-yl)-1H-indazol-4-yl)-N-(2,2-difluoroethyl)-N-methylpiperazine-1-carboxamide